C(C1=CC=CC=C1)OCCC(CCC)OC1=NN2C(C(=N1)N(CC1=C(C=C(C=C1)OC)OC)CC1=C(C=C(C=C1)OC)OC)=NC=C2C(C2=CC=C(C=C2)N(CCN(C(OC(C)(C)C)=O)C)C)O tert-butyl (2-((4-((2-((1-(benzyloxy)hexan-3-yl)oxy)-4-(bis(2,4-dimethoxybenzyl)amino)imidazo[2,1-f][1,2,4]triazin-7-yl)(hydroxy)methyl)phenyl) (methyl)amino)ethyl)(methyl)carbamate